C(CCCCCCC(C)C)OC(CCC1CC(CC(C1)CCC(=O)OCCCCCCCC(C)C)CCC(=O)OCCCCCCCC(C)C)=O Tri(isodecyl)-cyclohexan-1,3,5-tripropionat